ClC1=C(C=CC=2C3=C(NC12)CCN([C@H]3C)C(=O)C=3NC(=CN3)OC)Cl (S)-(6,7-dichloro-1-methyl-1,3,4,5-tetrahydro-2H-pyrido[4,3-b]indol-2-yl)(5-methoxy-1H-imidazol-2-yl)methanone